4-oxotryptophan O=C1C=CC=C2N=CC(C[C@H](N)C(=O)O)=C12